C(C)(C)(C1=CC=CC=C1)OC(C)(C)C1=CC=CC=C1 cumyl oxide